1-(2-(4-(2-(Ditetradecylamino)ethyl)piperazin-1-yl)ethyl)-N1,N2,N2-tridodecylethane-1,2-diamine C(CCCCCCCCCCCCC)N(CCN1CCN(CC1)CCC(CN(CCCCCCCCCCCC)CCCCCCCCCCCC)NCCCCCCCCCCCC)CCCCCCCCCCCCCC